FC(OC=1C=C(C=CC1)C1=CC(=CO1)C(=O)NC1=NC(=NS1)CC(C)(F)F)(F)F 5-(3-(trifluoromethoxy)phenyl)-N-(3-(2,2-difluoropropyl)-1,2,4-thiadiazol-5-yl)furan-3-Formamide